methyl (4R)-4-cyano-1-methyl-L-prolinate C(#N)[C@@H]1C[C@H](N(C1)C)C(=O)OC